1,4-dibromo-2-(bromomethyl)benzene BrC1=C(C=C(C=C1)Br)CBr